FC1CC(C1)C(CCC(C)=O)=O 1-(3-fluorocyclobutyl)pentane-1,4-dione